IC=1C=C(C(=NC1)OC)CO[C@@H]1[C@@H](NCCC1)C1=CC=CC=C1 5-iodo-2-methoxy-3-(((2S,3S)-2-phenyl-3-piperidyl)oxymethyl)pyridine